The molecule is the monoprotonated form of quinine, the predominant species at pH7.3. It has a role as an antimalarial and a muscle relaxant. It is a cinchona alkaloid and an organic cation. It is a conjugate acid of a quinine. It derives from a hydride of an (8S)-cinchonan. COC1=CC2=C(C=CN=C2C=C1)[C@H]([C@@H]3C[C@@H]4CC[NH+]3C[C@@H]4C=C)O